tert-butyl 3-(3-formylphenoxy)azetidine-1-carboxylate C(=O)C=1C=C(OC2CN(C2)C(=O)OC(C)(C)C)C=CC1